C(C)OC(C(=O)NCC(CCCNC(C(=O)O)=O)C)=O 2-methylpentylene-bis-oxamic acid ethyl ester